methyl 4-((3-((tert-butyldimethylsilyl) oxy)-1-methylcyclobutyl) ethynyl)-2-methoxybenzoate [Si](C)(C)(C(C)(C)C)OC1CC(C1)(C)C#CC1=CC(=C(C(=O)OC)C=C1)OC